diethyl 3,3'-iminodipropionate N(CCC(=O)OCC)CCC(=O)OCC